C1(=CC=CC=C1)P(C=1[C-](C=CC1)[C@H](C)P(C1CCCCC1)C1CCCCC1)C1=CC=CC=C1.[CH-]1C=CC=C1.[Fe+2] (S)-1-[(R)-2-(diphenylphosphino)ferrocenyl]ethyl-dicyclohexylphosphine